OC=1C=CC2=C(OC(C3=C2C(=CC(=C3)OC)O)=O)C1 3,10-Dihydroxy-8-methoxy-6H-dibenzo[b,d]pyran-6-one